1-propylcyclopentanol C(CC)C1(CCCC1)O